6-(3-(5-fluoro-phenyl)-5-methyl-1H-pyrazol-1-yl)-2-azaspiro[3.3]heptane FC=1C=CC=C(C1)C1=NN(C(=C1)C)C1CC2(CNC2)C1